2-[(1S,4S,5R)-5-{[4-Cyclopropyl-1-(2,6-dichlorophenyl)-1H-1,2,3-triazol-5-yl]methoxy}-2-azabicyclo[2.2.1]heptan-2-yl]-4-[(3R)-oxolan-3-yloxy]-1,3-benzothiazol C1(CC1)C=1N=NN(C1CO[C@H]1[C@@H]2CN([C@H](C1)C2)C=2SC1=C(N2)C(=CC=C1)O[C@H]1COCC1)C1=C(C=CC=C1Cl)Cl